(2s,3s,4r,5r)-3,4-dihydroxy-N-methoxy-5-(6-(methylamino)-2-(5-phenoxypyridin-3-yl)-9H-purin-9-yl)tetrahydrofuran-2-carboxamide O[C@@H]1[C@H](O[C@H]([C@@H]1O)N1C2=NC(=NC(=C2N=C1)NC)C=1C=NC=C(C1)OC1=CC=CC=C1)C(=O)NOC